NC1=NC=CC(=C1)CNC1=C(C(N(C(C1)C)C)=O)C(NC1=C(C=CC=C1)F)=S 4-{[(2-aminopyridin-4-yl)methyl]amino}-N-(2-fluorophenyl)-1,6-dimethyl-2-oxo-1,2,5,6-tetrahydropyridine-3-carbothioamide